C[C@]12CC[C@H]3[C@H]([C@@H]1CC[C@@H]2O)CCC4=C3C=CC(=C4)O 17B-oestradiol